tris(4-nonylphenyl) phosphite P(OC1=CC=C(C=C1)CCCCCCCCC)(OC1=CC=C(C=C1)CCCCCCCCC)OC1=CC=C(C=C1)CCCCCCCCC